(±)-11-(1-Bromoethyl)-9-methyl-2-(trifluoromethyl)isochromeno[4,3-b]chromen-7(5H)-one Br[C@H](C)C=1C=C(C=C2C(C3=C(OC12)C1=CC(=CC=C1CO3)C(F)(F)F)=O)C |r|